FC1(CNCC[C@@H]1N1CCN(CC1)C1=C(C=C(C=C1)N[C@@H]1C(NC(CC1)=O)=O)F)F (S)-3-((4-(4-((S)-3,3-difluoropiperidin-4-yl)piperazin-1-yl)-3-fluorophenyl)amino)piperidine-2,6-dione